3-(1-(5-(5-(difluoromethyl)-1-methyl-1H-pyrazol-3-yl)-1,2,4-oxadiazol-3-yl)cyclopropyl)-4-methylphenol FC(C1=CC(=NN1C)C1=NC(=NO1)C1(CC1)C=1C=C(C=CC1C)O)F